(2-(dodecan-6-yl)-1,3-dioxolan-4-yl)methyl hydrogen sulfate S(=O)(=O)(OCC1OC(OC1)C(CCCCC)CCCCCC)O